7-bromo-2-chloro-4-(methylsulfanyl)furo[3,2-d]pyrimidine BrC1=COC2=C1N=C(N=C2SC)Cl